2-(5-(cyclopent-1-en-1-yl)isothiazol-3-yl)isoindoline-1,3-dione C1(=CCCC1)C1=CC(=NS1)N1C(C2=CC=CC=C2C1=O)=O